ClC=1N=NC(=NN1)Cl 3,6-dichloro-1,2,4,5-tetraazine